COC(=O)C1=C(SC(=C1)C)C 2,5-dimethylthiophene-3-carboxylic acid methyl ester